CC=1C(C(=C(C1C)C)C)[SiH3] (2,3,4,5-tetramethylcyclopenta-2,4-dien-1-yl)silane